N-(2-[[(2R)-2-methylpyrrolidin-1-yl]methyl]-1-[[2-(trimethylsilyl)ethoxy]methyl]pyrrolo[3,2-c]pyridin-6-yl)-4-[1-(oxan-2-yl)pyrazol-4-yl]benzamide C[C@H]1N(CCC1)CC1=CC=2C=NC(=CC2N1COCC[Si](C)(C)C)NC(C1=CC=C(C=C1)C=1C=NN(C1)C1OCCCC1)=O